FC1=C(C(=C(C(=C1[B-](C1=C(C(=C(C(=C1F)F)F)F)F)(C1=C(C(=C(C(=C1F)F)F)F)F)C1=C(C(=C(C(=C1F)F)F)F)F)F)F)F)F.C(CCCCCCCCCCCCCCCCC)N(C1=CC=CC=C1)CCCCCCCCCCCCCCCCCC N,N-dioctadecylaniline tetra(pentafluorophenyl)borate